C(C)N1N=CC(=C1)N1C(=C(C2=CC(=CC=C12)OC)NC(NC=1C=CC(=C(C(=O)O)C1)F)=O)C 5-(3-(1-(1-ethyl-1H-pyrazol-4-yl)-5-methoxy-2-methyl-1H-indol-3-yl)ureido)-2-fluorobenzoic acid